(tris(hydroxymethyl)-aminomethane) acetate C(C)(=O)O.OCC(N)(CO)CO